OC[C@H](CCN(C)CCOC)NC(=O)C1=C(C=C2C=NN(C2=C1)CC(C)C)OC1=C(C=C(C=C1)F)F (S)-5-(2,4-difluorophenoxy)-1-isobutyl-1H-indazole-6-carboxylic acid {1-hydroxymethyl-3-[(2-methoxyethyl)methylamino]propyl}amide